di-(3-aminopropyl) ethylenediamine tert-butyl 2-((5-bromothiophen-2-yl)(hydroxy)methyl)morpholine-4-carboxylate BrC1=CC=C(S1)C(C1CN(CCO1)C(=O)OC(C)(C)C)O.NCCCNCCNCCCN